1-methylpiperidine chloride [Cl-].CN1CCCCC1